5-(2-fluoro-4-pyridyl)-6-methyl-indan-4-amine FC1=NC=CC(=C1)C1=C(C=2CCCC2C=C1C)N